FC=1C(=CC2=C(C(=CO2)C2C(NC(CC2)=O)=O)C1)C1=CN=C(O1)CC1=CC=C(C=C1)OC 3-[5-fluoro-6-[2-[(4-methoxyphenyl)methyl]oxazol-5-yl]benzofuran-3-yl]piperidine-2,6-dione